ClC1=CC=C2C(C(=C(N(C2=C1)C(C)C)C1N(CC1)C(=O)OC(C)(C)C)C)=O tert-butyl 2-(7-chloro-1-isopropyl-3-methyl-4-oxo-1,4-dihydroquinolin-2-yl)azetidine-1-carboxylate